(6-hydroxy-3-(4-(2-(3-methylazetidin-1-yl)ethoxy)phenoxy)benzo[b]thiophen-2-yl)(o-tolyl)methanone OC=1C=CC2=C(SC(=C2OC2=CC=C(C=C2)OCCN2CC(C2)C)C(=O)C2=C(C=CC=C2)C)C1